4-[2-(2,6-dimethylpyridin-4-yl)-6-methyl-7-oxo-1H-pyrrolo[2,3-c]pyridin-4-yl]-5-(2-fluorophenyl)-1-methylpyridin-2-one hydrochloride Cl.CC1=NC(=CC(=C1)C1=CC2=C(C(N(C=C2C2=CC(N(C=C2C2=C(C=CC=C2)F)C)=O)C)=O)N1)C